1-Methyl (2R)-2-[(tert-butoxycarbonyl)amino]-4-carbamoylbutanoate C(C)(C)(C)OC(=O)N[C@@H](C(=O)OC)CCC(N)=O